tert-butyl (2-cyano-6-((1-methyl-1H-1,2,4-triazol-3-yl)methoxy)pyrimidin-4-yl)(4,4-difluorocyclohexyl)carbamate C(#N)C1=NC(=CC(=N1)N(C(OC(C)(C)C)=O)C1CCC(CC1)(F)F)OCC1=NN(C=N1)C